BrC1=CC2=C(CCN(CC2)C(=O)OC(C)(C)C)C=C1 tert-butyl 7-bromo-4,5-dihydro-1H-benzo[d]azepine-3(2H)-carboxylate